tert-butyl 2-[2-[2-[2-[2-[2-[[2-[4-[6-(dimethylamino)pyridin-3-yl]phenyl]-1,3-benzothiazol-6-yl]-[(2-methyl-propan-2-yl)oxycarbonyl]amino]ethoxy]ethoxy]ethoxy]ethoxy]ethoxy]ethanoate CN(C1=CC=C(C=N1)C1=CC=C(C=C1)C=1SC2=C(N1)C=CC(=C2)N(CCOCCOCCOCCOCCOCC(=O)OC(C)(C)C)C(=O)OC(C)(C)C)C